5-(4-[[(tert-butyldimethylsilyl)oxy]methyl]-6-cyclopropylpyridin-2-yl)-2-(trifluoromethyl)pyrimidine [Si](C)(C)(C(C)(C)C)OCC1=CC(=NC(=C1)C1CC1)C=1C=NC(=NC1)C(F)(F)F